CC([C@H](CC(=O)O)NC1=NC=CC=C1)CC (3S)-4-methyl-3-[(pyridin-2-yl)amino]-hexanoic acid